5-azido-1-(2-methoxyethyl)-1H-indole N(=[N+]=[N-])C=1C=C2C=CN(C2=CC1)CCOC